tert-butyl (1-(3-(1-(2-(2,6-dioxopiperidin-3-yl)-1,3-dioxoisoindolin-4-yl)piperidin-3-yl)propyl)piperidin-4-yl)carbamate O=C1NC(CCC1N1C(C2=CC=CC(=C2C1=O)N1CC(CCC1)CCCN1CCC(CC1)NC(OC(C)(C)C)=O)=O)=O